NC(CNCC(=O)O)=O 2-((2-amino-2-oxoethyl)amino)acetic acid